C(C(C)C)N1CCN(CC1)C1=CC=C(C=C1)C=1C=C(C2=C(N(C(=N2)C2=CC=C(C=C2)S(=O)(=O)C)C)C1)C 6-(4-(4-isobutylpiperazin-1-yl)phenyl)-1,4-dimethyl-2-(4-(methylsulfonyl)phenyl)-1H-benzo[d]imidazole